(S)-2-(4-((5-(1-ethoxyvinyl)-6-oxo-1-((2-(trimethylsilyl)ethoxy)methyl)-1,6-dihydropyridazin-4-yl)amino)pentyl)-7-fluoro-6-(5-(trifluoromethyl)pyrimidin-2-yl)isoquinolin-1(2H)-one C(C)OC(=C)C1=C(C=NN(C1=O)COCC[Si](C)(C)C)N[C@H](CCCN1C(C2=CC(=C(C=C2C=C1)C1=NC=C(C=N1)C(F)(F)F)F)=O)C